NC1=NC=2C=CC(=CC2C2=C1COC2)C(=O)N(C2COC1=C2C=CC(=C1)C=1CCNCC1)C 4-amino-N-methyl-N-(6-(1,2,3,6-tetrahydropyridin-4-yl)-2,3-dihydrobenzofuran-3-yl)-1,3-dihydrofuro[3,4-c]quinoline-8-carboxamide